ClC1=C(CNC(=O)[C@]2(C=3C=CC=NC3[C@@]3(CC2)NC3)F)C=CC(=C1)Cl |o1:7,14| (2S*,5'S*)-N-(2,4-dichlorobenzyl)-5'-fluoro-6',7'-dihydro-5'H-spiro[aziridine-2,8'-quinoline]-5'-carboxamide